5-chloro-2-(5-(furan-2-yl)-3-(trifluoromethyl)-1H-pyrazol-1-yl)pyridine ClC=1C=CC(=NC1)N1N=C(C=C1C=1OC=CC1)C(F)(F)F